CNC1CNCC(C1)C1=NOCC(O1)CN1CCCCC1 N-methyl-5-(5-(piperidin-1-ylmethyl)-5,6-dihydro-1,4,2-dioxazin-3-yl)piperidin-3-amine